2-cyclopropyl-N-({1-[4-(3-fluorophenoxy)-6-(trifluoromethyl)pyrimidin-2-yl]-4-hydroxypiperidin-4-yl}methyl)acetamide C1(CC1)CC(=O)NCC1(CCN(CC1)C1=NC(=CC(=N1)OC1=CC(=CC=C1)F)C(F)(F)F)O